BrC1=C2C[C@@H](N([C@H](C2=CC=C1F)C)C(CC1=C(C=CC=C1Cl)Cl)=O)CO[Si](C1=CC=CC=C1)(C1=CC=CC=C1)C(C)(C)C 1-[(1S,3R)-5-bromo-3-[[tert-butyl(diphenyl)silyl]oxymethyl]-6-fluoro-1-methyl-3,4-dihydro-1H-isoquinolin-2-yl]-2-(2,6-dichlorophenyl)ethanone